iodophenylboronic acid B(C1=CC=CC=C1)(O)OI